O=C(CC1CC(NC1)C(=O)O)NC1=CC=C(C=C1)C1=CC(=CC=C1)C(F)(F)F 4-(2-oxo-2-((3'-(trifluoromethyl)-[1,1'-biphenyl]-4-yl)amino)ethyl)pyrrolidine-2-carboxylic acid